tert-butyl 4-[2-[2-[2-[[5-[[[3-ethyl-5-[(2S)-2-(2-hydroxyethyl)-1-piperidyl]pyrazolo[1,5-a]pyrimidin-7-yl]amino]methyl]-2-pyridyl]oxy]ethoxy]ethoxy]ethoxy]piperidine-1-carboxylate C(C)C=1C=NN2C1N=C(C=C2NCC=2C=CC(=NC2)OCCOCCOCCOC2CCN(CC2)C(=O)OC(C)(C)C)N2[C@@H](CCCC2)CCO